cis-benzensulfonate C1(=CC=CC=C1)S(=O)(=O)[O-]